CC(CN(CC(=C)C)CC(=C)C)=C tri(2-methylallyl)amine